(S)-1-(3-benzyl-1,2,4-oxadiazol-5-yl)-2-(1H-imidazol-4-yl)ethane tert-butyl-(3S,4S)-3-fluoro-4-(tosyloxy)piperidine-1-carboxylate C(C)(C)(C)OC(=O)N1C[C@@H]([C@H](CC1)OS(=O)(=O)C1=CC=C(C)C=C1)F.C(C1=CC=CC=C1)C1=NOC(=N1)CCC=1N=CNC1